NC=1C=CC=C2C=CC=C(C12)B(O)O 8-amino-1-naphthaleneboronic acid